C(C)OC(C(C)(OC=1C=NC(=CC1)C(F)(F)F)C)=O 2-methyl-2-((6-(trifluoromethyl)pyridin-3-yl)oxy)propanoic acid ethyl ester